C(C1=CC=CC=C1)OC(=O)N[C@H]1[C@H](CC[C@H](C1)OS(=O)(=O)C)C(=O)OC methyl (1S,2R,4R)-2-{[(benzyloxy)carbonyl]amino}-4-[(methylsulfonyl)oxy]cyclohexanecarboxylate